ClC1=C(C(=CC=C1)F)CN1C2=C(SCC1=O)C=CC(=C2)COCC2=CC=C(C=C2)F 4-(2-chloro-6-fluorophenylmethyl)-6-(((4-fluorophenylmethyl)oxy)methyl)-2H-benzo[b][1,4]thiazin-3(4H)-one